2-(5-methoxy-1H-indol-3-yl)-N,N-dimethylacetamide COC=1C=C2C(=CNC2=CC1)CC(=O)N(C)C